3-[[4-[(2R)-2-amino-4,4-dimethyl-pentoxy]-6-(2,6-dimethylphenyl)pyrimidin-2-yl]-(methoxymethyl)sulfamoyl]benzoic acid N[C@@H](COC1=NC(=NC(=C1)C1=C(C=CC=C1C)C)N(S(=O)(=O)C=1C=C(C(=O)O)C=CC1)COC)CC(C)(C)C